C1CCC2C3CCC(=C12)C3 Hexahydro-4,7-methano-1H-inden